Tert-butyl (E)-(2-((3-(ethylcarbamoyl)-1H-pyrrol-1-yl)methyl)-3-fluoroallyl)carbamate C(C)NC(=O)C1=CN(C=C1)C\C(\CNC(OC(C)(C)C)=O)=C\F